4-methoxybenzyl (4-((2-(pyridin-3-yl)pyrrolidin-1-yl)methyl)phenyl)carbamate N1=CC(=CC=C1)C1N(CCC1)CC1=CC=C(C=C1)NC(OCC1=CC=C(C=C1)OC)=O